2-Methyl-4,5-bis((prop-2-yn-1-yloxy)methyl)pyridin-3-yl (Z)-7-((1R,2R,3R,5S)-3,5-dihydroxy-2-((R)-3-hydroxy-5-phenylpentyl)cyclopentyl)hept-5-enoate O[C@H]1[C@@H]([C@H]([C@H](C1)O)C\C=C/CCCC(=O)OC=1C(=NC=C(C1COCC#C)COCC#C)C)CC[C@H](CCC1=CC=CC=C1)O